(4-METHOXY-2,6-DIMETHYLPHENYL)BORONIC ACID HYDRATE O.COC1=CC(=C(C(=C1)C)B(O)O)C